COC1=CC=C(CSC[C@@H](CNC)NC[C@H](CSCC2=CC=C(C=C2)OC)NC)C=C1 (R)-3-((4-methoxybenzyl)thio)-N2-((R)-3-((4-methoxybenzyl)thio)-2-(methylamino)propyl)-N1-Methyl-propane-1,2-diamine